6,7-Dimethoxy-3-((phenylamino)methyl)-4H-chromen-4-one COC=1C=C2C(C(=COC2=CC1OC)CNC1=CC=CC=C1)=O